3-isopropoxy-benzoic acid tert-butyl ester C(C)(C)(C)OC(C1=CC(=CC=C1)OC(C)C)=O